6-bromo-4-((5-cyano-4-(4-fluorophenyl)thiazol-2-yl)(ethyl)amino)-8-fluoroquinoline-2-carboxylic acid methyl ester COC(=O)C1=NC2=C(C=C(C=C2C(=C1)N(CC)C=1SC(=C(N1)C1=CC=C(C=C1)F)C#N)Br)F